C(C)OCC1=CC=C(O1)CO 5-(ethoxymethyl)furan-2-methanol